tert-Butyl 3-((2-chloro-3-fluorophenyl)(hydroxy)methyl)azetidine-1-carboxylate ClC1=C(C=CC=C1F)C(C1CN(C1)C(=O)OC(C)(C)C)O